C(C)(C)(C)OC(=O)N[C@H](C(=O)OC)CC=1C(=NC=C(C1)Cl)OC1CC1 methyl (2S)-2-[(tert-butoxycarbonyl)amino]-3-(5-chloro-2-cyclopropoxypyridin-3-yl)propanoate